C(C)C1=C(C(N2N=C(N=C2N1CC(=O)N)C1=CC2=C(C=NN2C=C1)F)=O)N1CCN(CC1)C(=O)C1=NC=NC(=C1O)C (6-ethyl-3'-fluoro-5-{4-[(5-hydroxy-6-methyl-4-pyrimidinyl)carbonyl]-1-piperazinyl}-4-oxo-7H-1,1',3,3a,7,7a'-hexaaza-2,5'-biindenyl-7-yl)acetamide